C(C)N(C(=O)[C@H]1CN(C)[C@@H]2CC3=CN(C4=CC=CC(C2=C1)=C34)C(=O)[C-]3C=CC=C3)CC.[CH-]3C=CC=C3.[Fe+2] 1-(ferrocene-carbonyl)-lysergic acid diethylamide